Cl.S1N=CN=C1N 1,2,4-thiadiazol-5-amine hydrochloride